3-((4-(4-chlorophenoxy)piperidin-1-yl)carbonyl)-1,5,7-trimethyl-1,5-dihydro-4H-pyrrolo[3,2-c]pyridin-4-one ClC1=CC=C(OC2CCN(CC2)C(=O)C2=CN(C3=C2C(N(C=C3C)C)=O)C)C=C1